CC1=C(NCC#C)C=CC(=C1)S(=O)C 2-methyl-4-(methylsulfinyl)-N-(prop-2-yn-1-yl)aniline